1H-imidazol-1-ylacetic acid N1(C=NC=C1)CC(=O)O